potassium 3-(tert-butoxy)-3-oxopropionate C(C)(C)(C)OC(CC(=O)[O-])=O.[K+]